6-chloro-1-(2-methoxy-4-(methylsulfonylamino)phenyl)-1H-pyrazolo[4,3-c]Pyridine-3-carboxylic acid ClC1=CC2=C(C=N1)C(=NN2C2=C(C=C(C=C2)NS(=O)(=O)C)OC)C(=O)O